C(CCCCC)NC1=NC=C(C=N1)C=O 2-(HEXYLAMINO)PYRIMIDINE-5-CARBALDEHYDE